N-(1-cyano-1,2-dimethylpropyl)-2-(2,4-dichlorophenoxy)propanamide C(#N)C(C(C)C)(C)NC(C(C)OC1=C(C=C(C=C1)Cl)Cl)=O